BrC1=CC(=C(C(=C1)C)NC(CC1(CC1)C)=O)C N-(4-bromo-2,6-dimethylphenyl)-2-(1-methylcyclopropyl)acetamide